C(C)(=O)C1=CC(=C2C=C(C=CN12)C)C(=O)NC1=C(C(=CC(=C1)CO)C=1C=NN(C1)C)F 3-acetyl-N-(2-fluoro-5-(hydroxymethyl)-3-(1-methyl-1H-pyrazol-4-yl)phenyl)-7-methylindolizine-1-carboxamide